FC1(CCN(CCC1)C1=C(C(=O)O)C(=C(C=N1)F)C)F 2-(4,4-difluoroazepan-1-yl)-5-fluoro-4-methylnicotinic acid